BrC1=C(N=C2N1C=CC=C2C)C2=CC=C(C=C2)C 3-bromo-8-methyl-2-(p-tolyl)imidazo[1,2-a]pyridine